DIAZADIBENZOTHIOPHEN N1=NC=CC=2SC3=C(C21)C=CC=C3